((4S,5S)-5-(2-(dimethylamino)ethyl)-2,2-dimethyl-1,3-dioxolan-4-yl)methanol methyl-(1S,2R,3R)-rel-2-((tert-butoxycarbonyl)amino)-3-hydroxycyclohexane-1-carboxylate C[C@]1([C@H]([C@@H](CCC1)O)NC(=O)OC(C)(C)C)C(=O)OC[C@@H]1OC(O[C@H]1CCN(C)C)(C)C |o1:1,2,3|